2-[(2'R,4S)-6-bromo-2'-fluoro-1-oxospiro[3H-isoquinoline-4,1'-cyclopropane]-2-yl]-N-(5-fluoropyrimidin-2-yl)acetamide BrC=1C=C2C(=CC1)C(N(C[C@@]21[C@@H](C1)F)CC(=O)NC1=NC=C(C=N1)F)=O